3-{4-[4-(1H-benzoimidazol-2-ylsulfanylmethyl)-benzyloxy]-1-oxo-1,3-dihydro-isoindol-2-yl}-piperidine-2,6-dione N1C(=NC2=C1C=CC=C2)SCC2=CC=C(COC1=C3CN(C(C3=CC=C1)=O)C1C(NC(CC1)=O)=O)C=C2